4-(((trans)-4-(1-(6-chloro-1H-imidazo[4,5-b]pyridin-2-yl)-3-propyl)cyclohexyl)oxy)quinoline ClC=1C=C2C(=NC1)N=C(N2)CCC[C@@H]2CC[C@H](CC2)OC2=CC=NC1=CC=CC=C21